ClC=1C=CC(=C(C(=O)O)C1)CN1[C@@](C2=C(C=C(C=C2C1=O)C(C)(C)O)F)(OCC1(CC1)C#N)C1=CC=C(C=C1)Cl 5-chloro-2-{[(1R)-1-(4-chlorophenyl)-1-[(1-cyanocyclopropyl)methoxy]-7-fluoro-5-(2-hydroxypropan-2-yl)-3-oxo-2,3-dihydro-1H-isoindol-2-yl]methyl}benzoic acid